FC=1C=C(NC2C(NC(CC2)=O)=O)C=CC1C1CCC(CC1)=O 3-[3-fluoro-4-(4-oxocyclohexyl)anilino]piperidine-2,6-dione